ClC=1C=CC=C2C(C(=C(NC12)C1=CC=CC=C1)C=O)=O 8-chloro-4-oxo-2-phenyl-1,4-dihydroquinoline-3-carbaldehyde